C(=O)([O-])C(O)C(O)C(=O)O.C(CCC(=O)O)(=O)O.[K+] potassium monosuccinate tartrate